[Cl-].OC(CCCCCCCCCCC[N+](C)(C)C)O dihydroxydodecyl-trimethyl-ammonium chloride